7-(3-(benzyloxy)phenyl)-1-methyl-5,7-dihydroimidazo[4,5-f]indazol-6(1H)-one C(C1=CC=CC=C1)OC=1C=C(C=CC1)N1C(NC=2C=C3C=NN(C3=CC21)C)=O